ClC1=NC=C(C(=C1)C1=CC(=NN1)C(=O)N1C2(CC2)C[C@@H](CC1)C(=O)NC1CCC(CC1)(C(F)(F)F)O)F (R)-4-(5-(2-chloro-5-fluoropyridin-4-yl)-1H-pyrazole-3-carbonyl)-N-((1R,4R)-4-hydroxy-4-(trifluoromethyl)cyclohexyl)-4-azaspiro[2.5]octane-7-carboxamide